C(CCCCCCC\C=C/CCCCCCCC)(=O)[O-].[NH+]12CCCCCC2=NCCC1 1,8-diazabicyclo[5.4.0]-7-undecenium oleate